CN1CCN(CC1)C1CN(C1)C1=C(C(=CC=C1)N)N 3-(3-(4-methylpiperazin-1-yl)-azetidin-1-yl)benzene-1,2-diamine